potassium (S)-2-(4-(1H-indole-2-carbonyl)-3-methylpiperazin-1-yl)-2-oxoacetate N1C(=CC2=CC=CC=C12)C(=O)N1[C@H](CN(CC1)C(C(=O)[O-])=O)C.[K+]